[C@H]12OC[C@H](N(C1)C1=C(C=C(C(=C1)OC)C1=NC=C3C=C(C(N(C3=C1)CC)=O)C1=C(C(=CC(=C1Cl)OC)OC)Cl)CC#CC[NH-])C2 N-(2-((1R,4R)-2-oxa-5-azabicyclo[2.2.1]hept-5-yl)-5-(3-(2,6-dichloro-3,5-dimethoxyphenyl)-1-ethyl-2-oxo-1,2-dihydro-1,6-naphthyridin-7-yl)-4-methoxyphenyl)but-2-ynylamide